C(C)(C)(C)C=1C=C(C=C(C1O)C(C)(C)C)C=1C(C(=CC(C1)=O)C1=CC(=C(C(=C1)C(C)(C)C)O)C(C)(C)C)=O 2,6-bis(3,5-di-tert-butyl-4-hydroxyphenyl)-1,4-benzoquinone